propane-1,3-diol bis(ethyl malonate) C(C)C(C(=O)O)C(=O)O.C(C)C(C(=O)O)C(=O)O.C(CCO)O